ClC=1C=C2C(=CN1)N(C(=C2)C2=C(C(=CC=C2)OC)C)C 5-chloro-2-(3-methoxy-2-methylphenyl)-1-methyl-1H-pyrrolo[2,3-c]pyridine